4-(4-bromophenyl)-1-ethylpiperidine BrC1=CC=C(C=C1)C1CCN(CC1)CC